1-imino-1,4-thiazine-1-oxide N=S1(CC=NC=C1)=O